C(C1=CC=CC=C1)NC=1C=CC=C2C(=C(N(C(C12)=O)C1=CC=CC=C1)[C@H](C)NC=1C2=C(N=CN1)NC=CC2=O)Cl (S)-4-((1-(8-(benzylamino)-4-chloro-1-oxo-2-phenyl-1,2-dihydroisoquinolin-3-yl)ethyl)amino)pyrido[2,3-d]pyrimidin-5(8H)-one